[Rh].OC1=CC=CCCCC1 hydroxy(cyclooctadiene) rhodium